(4-bromo-1H-indol-7-yl)-[4-(2-tetrahydropyran-4-yl-3H-imidazo[4,5-b]pyridin-7-yl)-1-piperidyl]methanone BrC1=C2C=CNC2=C(C=C1)C(=O)N1CCC(CC1)C1=C2C(=NC=C1)NC(=N2)C2CCOCC2